O=C1NC(CCC1N1C(C2=CC=C(C(=C2C1)F)CN1CCN(CC1)C1=C(C=C(C=C1)NC(C1=CC(=C(C=C1)C)C#CC1=CN=C2N1N=CC=C2)=O)C(F)(F)F)=O)=O N-(4-(4-((2-(2,6-dioxopiperidin-3-yl)-4-fluoro-1-oxoisoindoline-5-yl)methyl)piperazine-1-yl)-3-(trifluoromethyl)phenyl)-3-(imidazo[1,2-b]pyridazin-3-ylethynyl)-4-methylbenzamide